C(CCCC)N(CCCCC)CCCCC Tripentylamin